OC=1C(C=2C=CC=C3C(=CC=C(C1)C23)C2=CC=C(C=C2)OC)=O 2-Hydroxy-6-(4-methoxyphenyl)-1H-phenalen-1-one